(8,8-difluoro-3-azabicyclo[3.2.1]octan-1-yl)methanol FC1(C2(CNCC1CC2)CO)F